(S)-4-Fluoro-N-(1-(4-methoxypiperidin-1-yl)-3-methylbutan-2-yl)-N,3-dimethylbenzamide FC1=C(C=C(C(=O)N(C)[C@H](CN2CCC(CC2)OC)C(C)C)C=C1)C